N-methyl-N-(2-(pyridin-2-yldisulfanyl)ethyl)octadeca-9,12-dien-1-amine CN(CCCCCCCCC=CCC=CCCCCC)CCSSC1=NC=CC=C1